3-chloro-N-(5-chloro-6-(2H-1,2,3-triazol-2-yl)pyridin-3-yl)-4'-fluoro-[1,1'-biphenyl]-4-formamide ClC=1C=C(C=CC1C(=O)NC=1C=NC(=C(C1)Cl)N1N=CC=N1)C1=CC=C(C=C1)F